4-(3,4-dichlorophenyl)-N-(oxetan-2-ylmethyl)piperazine-2-carboxamide ClC=1C=C(C=CC1Cl)N1CC(NCC1)C(=O)NCC1OCC1